1-(tert-butyl)-N-(2-methyl-4-(6-(4-methylpiperazin-1-yl)pyrazolo[1,5-a]pyrazin-4-yl)benzyl)-1H-1,2,3-triazole-4-carboxamide C(C)(C)(C)N1N=NC(=C1)C(=O)NCC1=C(C=C(C=C1)C=1C=2N(C=C(N1)N1CCN(CC1)C)N=CC2)C